OC12CC(C1)(C2)C(=O)N(C2=CC=C(C=C2)OC(F)(F)F)C 3-hydroxy-N-methyl-N-(4-(trifluoromethoxy)phenyl)bicyclo[1.1.1]pentane-1-carboxamide